(((1,3-dichloropropan-2-yl)oxy)carbonyl)-lysine ClCC(CCl)OC(=O)N[C@@H](CCCCN)C(=O)O